C(=O)C=1C(=CC(=NC1)N1N=CC(=C1)S(=O)(=O)NC=1C(=CC=C2C=NN(C12)C)OC)C 1-(5-FORMYL-4-METHYLPYRIDIN-2-YL)-N-(6-METHOXY-1-METHYLINDAZOL-7-YL)PYRAZOLE-4-SULFONAMIDE